N-(2,4-dichloro-6-methyl-benzyl)-5-fluoro-8-hydroxy-5,6,7,8-tetrahydroquinoline-5-carboxamide ClC1=C(CNC(=O)C2(C=3C=CC=NC3C(CC2)O)F)C(=CC(=C1)Cl)C